1-(5-((2,3-dihydrobenzo[b][1,4]dioxin-5-yl)amino)-7-(methylamino)pyrazolo[1,5-a]pyrimidin-3-yl)-3-isopropylurea O1C2=C(OCC1)C(=CC=C2)NC2=NC=1N(C(=C2)NC)N=CC1NC(=O)NC(C)C